N1C=C(C=2C1=CC=NC2)C=2N=NN(C2)C=2C=C(C=CC2)[C@]2(C(N(CC2)C)=O)O (R,S)-3-(3-(4-(1H-pyrrolo[2,3-d]pyridin-3-yl)-1H-1,2,3-triazol-1-yl)phenyl)-3-hydroxy-1-methylpyrrolidin-2-one